C(=O)(O)[C@H](CC(=O)N1CC2=C(C(=C(C(=C2C1)Cl)OCCCOC1=CC2=C(SC(=C2)C(C[C@@H](C(=O)O)C)=O)C(=C1O)F)OC)F)C (S)-4-(5-(3-((2-((S)-3-carboxybutanoyl)-4-chloro-7-fluoro-6-methoxy-isoindolin-5-yl)oxy)propoxy)-7-fluoro-6-hydroxybenzo[b]thiophen-2-yl)-2-methyl-4-oxobutanoic acid